heptadecan-9-yl 8-((6-(2-amino-6-oxo-6,9-dihydro-1H-purine-9-carboxamido)-2-hydroxyhexyl)(6-Oxo-6-(undecyloxy)hexyl)amino)octanoate NC=1NC(C=2N=CN(C2N1)C(=O)NCCCCC(CN(CCCCCCCC(=O)OC(CCCCCCCC)CCCCCCCC)CCCCCC(OCCCCCCCCCCC)=O)O)=O